ClC1=CC=C(C(=N1)C#N)N[C@H](C)C=1C=C(C=C2C(C(=C(OC12)C=1C=NC=CC1F)C)=O)C 6-Chloro-3-[[(1R)-1-[2-(4-fluoro-3-pyridyl)-3,6-dimethyl-4-oxo-chromen-8-yl]ethyl]amino]pyridine-2-carbonitrile